tert-butylacetyl chloride C(C)(C)(C)CC(=O)Cl